3-(7-Chloro-4-oxo-1,4-dihydroquinolin-2-yl)-4-(methylsulfonyl)benzonitrile ClC1=CC=C2C(C=C(NC2=C1)C=1C=C(C#N)C=CC1S(=O)(=O)C)=O